C(C)N([C@@H]1[C@H](CC1)OC=1C=C2CN(C(C2=CC1)=O)C1C(NC(CC1)=O)=O)CC 3-(5-((1s,2s)-2-(diethylamino)cyclobutoxy)-1-oxoisoindolin-2-yl)piperidine-2,6-dione